ClC=1C(=C(C=CC1F)NC1=NC=NC2=CC(=C(C=C12)NC(C=C)=O)C#CC1(CN(CC1)C)C)F N-(4-((3-chloro-2,4-difluorophenyl)amino)-7-((1,3-dimethylpyrrolidin-3-yl)ethynyl)-quinazolin-6-yl)acrylamide